FC1=CC=C(CNC(C2=CC(=C(C=C2)N2CCN(CC2)C(C)(C)C)NS(=O)(=O)C2=CC=C(C=C2)C)=O)C=C1 N-(4-fluorobenzyl)-3-((4-methylphenyl)sulphonamido)-4-(4-(tert-butyl)piperazin-1-yl)benzamide